3-((3-Bromophenyl)diazenyl)-3-methyl-2,3-dihydro-4H-benzo[4,5]imidazo[2,1-b][1,3]thiazin-4-one BrC=1C=C(C=CC1)N=NC1(C(N2C(SC1)=NC1=C2C=CC=C1)=O)C